(S)-N-(pyridin-3-yl)-5-(pyrrolidin-3-ylamino)quinoline-8-carboxamide hydrochloride Cl.N1=CC(=CC=C1)NC(=O)C=1C=CC(=C2C=CC=NC12)N[C@@H]1CNCC1